2,5-Dihydroxy-4-(3-sulfophenylaminocarbonyl)benzoic acid OC1=C(C(=O)O)C=C(C(=C1)C(=O)NC1=CC(=CC=C1)S(=O)(=O)O)O